C(C)(C)(C)OC(=O)N1[C@@H](CCC1)C=1C=C(C=C2CCN(CC12)C(=O)C=1C=NC(=NC1)C1CC1)Cl (S)-2-(6-chloro-2-(2-cyclopropylpyrimidine-5-carbonyl)-1,2,3,4-tetrahydroisoquinolin-8-yl)pyrrolidine-1-carboxylic acid tert-butyl ester